P(=O)(O)(O)[O-].N1=C(C=CC=C1)[PH3+] Pyridylphosphonium dihydrogen phosphate